C(C)(C)(C)OC(=O)N1[C@H](CC2(OCCO2)CC1)C(=O)O (7R)-8-[(tert-butoxy)carbonyl]-1,4-dioxa-8-azaspiro[4.5]decane-7-carboxylic acid